NC1=CC(=C(C(=O)OC)C=C1Br)OC Methyl 4-amino-5-bromo-2-methoxybenzoate